C(C(C)C)[Al](OC1=C(C=C(C=C1C(C)(C)C)C)C(C)(C)C)CC(C)C Diisobutyl-(2,6-di-tert-butyl-4-methylphenoxy)aluminum